F[B-](F)(F)F.CC=1C=C(C=C(C1)C)[N+]=1N=C2N([C@H]3[C@@H](OC2)CC2=CC=CC=C23)C1 (5as,10br)-2-(3,5-dimethylphenyl)-4,5a,6,10b-tetrahydroindeno[2,1-b][1,2,4]triazolo[4,3-d][1,4]oxazin-2-ium tetrafluoroborate